tert-butyl 4-(2-oxo-2,3-dihydrobenzo[d]oxazol-7-yl)-3,6-dihydropyridine-1(2H)-carboxylate O=C1OC2=C(N1)C=CC=C2C=2CCN(CC2)C(=O)OC(C)(C)C